(R)-7,8-dichloro-1-methyl-10-(oxazol-4-ylmethoxy)-3,4,5,6-tetrahydroazepino[4,5-b]indol-2(1H)-one ClC1=C(C=C(C=2C3=C(NC12)CCNC([C@@H]3C)=O)OCC=3N=COC3)Cl